CC1=NC=C(C(=C1)C1=CC=2N(C=C1)N=C(C2)NC(=O)C2CC2)O[C@H]2CN(CC2)C N-[5-[2-methyl-5-[(3R)-1-methylpyrrolidin-3-yl]oxy-4-pyridyl]pyrazolo[1,5-a]pyridin-2-yl]cyclopropanecarboxamide